1,2,3,4-tetramethyl-1H-imidazol-3-ium CN1C(=[N+](C(=C1)C)C)C